(+)-[4-[[2-Chloro-4-(trifluoromethyl)phenyl]methoxy]-1-piperidyl]-[(3S)-3-(1H-triazol-5-yl)pyrrolidin-1-yl]methanone ClC1=C(C=CC(=C1)C(F)(F)F)COC1CCN(CC1)C(=O)N1C[C@H](CC1)C1=CN=NN1